N-(methyl-d3)-4-((1-methyl-5-(methylsulfonyl)-1H-pyrrolo[2,3-b]pyridin-6-yl)amino)pyridazine-3-carboxamide C(NC(=O)C=1N=NC=CC1NC1=C(C=C2C(=N1)N(C=C2)C)S(=O)(=O)C)([2H])([2H])[2H]